butyl 4-(4-(4'-acetamido-3'-fluoro-2-methoxy-5-(methoxy carbonyl)-[1,1'-biphenyl]-3-yl)pyridin-2-yl)piperazine-1-carboxylate C(C)(=O)NC1=C(C=C(C=C1)C1=C(C(=CC(=C1)C(=O)OC)C1=CC(=NC=C1)N1CCN(CC1)C(=O)OCCCC)OC)F